3-(4-chlorophenyl)-1-ethyl-8-((tetrahydro-2H-pyran-4-yl)methyl)-1,3,8-triazaspiro[4.5]decane-2,4-dione ClC1=CC=C(C=C1)N1C(N(C2(C1=O)CCN(CC2)CC2CCOCC2)CC)=O